COC=1C=CC(=C(C(=O)O)C1)B1OC(C(O1)(C)C)(C)C.COC1=CC(=C(C=C1)B(O)O)C(=O)OC (4-methoxy-2-(methoxycarbonyl)phenyl)boronic acid 5-methoxy-2-(4,4,5,5-tetramethyl-1,3,2-dioxaborolan-2-yl)benzoate